BrC=1C=C2C(=CC1)C(N(C[C@@]21[C@@H](C1)F)CC(=O)NC1=NC=C(C=N1)C#N)=O 2-[(2'R,4S)-6-bromo-2'-fluoro-1-oxospiro[3H-isoquinoline-4,1'-cyclopropane]-2-yl]-N-(5-cyanopyrimidin-2-yl)acetamide